BENZOAZEPIN-2-ONE N=1C(C=CC=C2C1C=CC=C2)=O